4-(2-amino-5-ethynyl-3-iodopyridin-4-yl)-2-chloro-5-fluoro-N-(2-(trifluoromethyl)pyridin-4-yl)benzamide NC1=NC=C(C(=C1I)C1=CC(=C(C(=O)NC2=CC(=NC=C2)C(F)(F)F)C=C1F)Cl)C#C